C(C)(C)(C)OC(=O)N1CCN(CC1)C=1C=C(C=2N(C1)C(=NC2)C)C2=C(C=C(C=C2)F)C(N(C(C)C)C2CC2)=O 4-(8-{2-[cyclopropyl(isopropyl)carbamoyl]-4-fluorophenyl}-3-methylimidazo[1,5-a]pyridin-6-yl)piperazine-1-carboxylic acid tert-butyl ester